2-(Dimethylamino)ethyl acrylate (methacrylate) C(C(=C)C)(=O)O.C(C=C)(=O)OCCN(C)C